BrCCCCCCCCCCC(=O)OCC1=CC=CC=C1 benzyl 11-bromoundecanoate